FCCCN(CCC(C(=O)O)NC1=NC(=NC2=CC=CC=C12)C=1C=NC=CC1)CCCCC1=NC=2NCCCC2C=C1 4-((3-fluoropropyl)(4-(5,6,7,8-tetrahydro-1,8-naphthyridin-2-yl)butyl)amino)-2-((2-(pyridin-3-yl)quinazolin-4-yl)amino)butanoic acid